N-[5-[[2-(3-cyclopropylpyrrolidin-1-yl)acetyl]amino]-2-methyl-3-pyridyl]-6-(5,6-dihydro-4H-pyrrolo[1,2-b]pyrazol-3-yl)triazolo[1,5-a]pyridine-3-carboxamide C1(CC1)C1CN(CC1)CC(=O)NC=1C=C(C(=NC1)C)NC(=O)C=1N=NN2C1C=CC(=C2)C2=C1N(N=C2)CCC1